(2R,3R,4S,5R)-2-(6-Chloro-4-(((S)-1-(2-fluorophenyl)ethyl)amino)-2H-pyrazolo[3,4-d]pyrimidin-2-yl)-5-(hydroxymethyl)tetrahydrofuran-3,4-diol ClC=1N=C(C=2C(N1)=NN(C2)[C@@H]2O[C@@H]([C@H]([C@H]2O)O)CO)N[C@@H](C)C2=C(C=CC=C2)F